C(C)(C)(C)OC(=O)N1CC=CC=C1.ClC1=CC(=C(C=C1)[C@@H]1OC2=C(OC1)C=CC=C2C2CCNCC2)F (S)-4-(3-(4-chloro-2-fluorophenyl)-2,3-dihydrobenzo[b][1,4]dioxin-5-yl)piperidine tert-Butyl-pyridine-1-carboxylate